C[C@@H]1O[C@@H](CN(C1)C1=CC=CC(=N1)C1=NC2=CC(=NC=C2C=C1)CNC(=O)C1=CC=C2C(CN(C2=C1)S(=O)(=O)C)(C)C)C N-((2-(6-((cis)-2,6-dimethylmorpholino)pyridin-2-yl)-1,6-naphthyridin-7-yl)methyl)-3,3-dimethyl-1-(methylsulfonyl)indoline-6-carboxamide